BrC1=CC(=NN1)C(=O)N1CCC(CC1)C(=O)NC1CCC(CC1)C 1-(5-bromo-1H-pyrazole-3-carbonyl)-N-[(1s,4s)-4-methylcyclohexyl]piperidine-4-carboxamide